ClC=1C=C(C=CC1)C1=CC=C(O1)\C=C\1/CC(CC2=C(C3=CC=CC=C3N=C12)C(=O)O)C (E)-4-((5-(3-chlorophenyl)furan-2-yl)methylene)-2-methyl-1,2,3,4-tetrahydroacridine-9-carboxylic acid